COC(=O)N1C=CC2=C1N=CN=C2OC2=CC=C(C=C2)NC(CC2=CC=C(C=C2)C(F)(F)F)=O.BrC2=NC(=CC=C2)OCC2CC2 2-bromo-6-(cyclopropylmethoxy)pyridine Methyl-4-(4-(2-(4-(trifluoromethyl)phenyl)acetamido)phenoxy)-7H-pyrrolo[2,3-D]pyrimidine-7-carboxylate